BrC=1C2=CN(N=C2C=C(C1CC)F)C(C1=CC=CC=C1)(C1=CC=CC=C1)C1=CC=CC=C1 4-bromo-5-ethyl-6-fluoro-2-trityl-2H-indazole